2-(2,3-dihydrobenzo[b][1,4]dioxin-6-yl)-1-((3'-(methylsulfonyl)-[1,1'-biphenyl]-4-yl)methyl)pyrrolidine O1C2=C(OCC1)C=C(C=C2)C2N(CCC2)CC2=CC=C(C=C2)C2=CC(=CC=C2)S(=O)(=O)C